1,3,3a,4,5,9b-hexahydro-5-(tetrahydro-2,5-dioxo-3-furanyl)-naphtho[1,2-c]furan-1,3-dione O=C1OC(CC1C1CC2C(C(OC2=O)=O)C2=CC=CC=C12)=O